O=C1NC(CCC1N1C(C2=CC=CC(=C2C1)SCC1=CC=C(CN2CCN(CC2)C2=C(C=C(C#N)C=C2)F)C=C1)=O)=O 4-(4-(4-(((2-(2,6-dioxopiperidin-3-yl)-1-oxoisoindolin-4-yl)thio)methyl)benzyl)piperazin-1-yl)-3-fluorobenzonitrile